CC1=NOC(=C1C1=CC=CC(=N1)C1(C=C(C(C(C1)(C)C)=O)C#N)OC)C 3-(6-(3,5-dimethylisoxazol-4-yl)pyridin-2-yl)-3-methoxy-5,5-dimethyl-6-oxocyclohex-1-ene-1-carbonitrile